2-(2,6-dimethylphenyl)-5-tributylstannylthiophene CC1=C(C(=CC=C1)C)C=1SC(=CC1)[Sn](CCCC)(CCCC)CCCC